1-methyl-5-(piperidin-1-ylmethyl)pyridin-2(1H)-one CN1C(C=CC(=C1)CN1CCCCC1)=O